1-(2-aminobenzo[d]thiazol-6-yl)-3-(4-chlorobenzyl)urea NC=1SC2=C(N1)C=CC(=C2)NC(=O)NCC2=CC=C(C=C2)Cl